(R)-3-((3-(Dimethylamino)propanoyl)oxy)propane-1,2-diyl di-oleate C(CCCCCCC\C=C/CCCCCCCC)(=O)OC[C@H](COC(CCN(C)C)=O)OC(CCCCCCC\C=C/CCCCCCCC)=O